1,3-dichloro-1,3-dimethyl-1,3-divinyl-disilazane ethyl-6-chloro-5-fluoro-pyrimidine-4-carboxylate C(C)OC(=O)C1=NC=NC(=C1F)Cl.Cl[Si](N[Si](C=C)(C)Cl)(C=C)C